N-chloro-N-(2-chlorophenyl)pivaloamide 2-(((4-methoxy-3,5-dimethylpyridin-2-yl)methyl)thio)-1H-benzo[d]-imidazole-5-yl-(S)-2-((((9H-fluoren-9-yl)methoxy)carbonyl)amino)-2-phenylacetate COC1=C(C(=NC=C1C)CSC1=NC2=C(N1)C=CC(=C2)[C@](C(=O)O)(C2=CC=CC=C2)NC(=O)OCC2C1=CC=CC=C1C=1C=CC=CC21)C.ClN(C(C(C)(C)C)=O)C2=C(C=CC=C2)Cl